N,N-diethyl-4-((6-oxopyrimidin-1(6H)-yl)methyl)benzamide C(C)N(C(C1=CC=C(C=C1)CN1C=NC=CC1=O)=O)CC